Cl.NC(C(=O)N1CCN(CCC1)C(=O)NC1=NC(N(C=C1)C1=CC=C(C=C1)CN1CC2C(C2C1)N)=O)(C)C 4-(2-Amino-2-methylpropanoyl)-N-(1-(4-((exo-6-amino-3-azabicyclo[3.1.0]hexan-3-yl)methyl)phenyl)-2-oxo-1,2-dihydropyrimidin-4-yl)-1,4-diazepane-1-carboxamide Hydrochloride Salt